hydroxyethyl-p-phenylenediamine sulfate C1=CC(=C(C=C1N)CCO)N.OS(=O)(=O)O